2-methyl-2-(pyrrolidin-1-yl)propyl (6-methyl-5-(2-(1-methyl-1H-pyrazol-4-yl)pyrazolo[5,1-b]thiazole-7-carboxamido)pyridin-3-yl)carbamate CC1=C(C=C(C=N1)NC(OCC(C)(N1CCCC1)C)=O)NC(=O)C=1C=NN2C1SC(=C2)C=2C=NN(C2)C